1-methyl-2,2,3,4,4,4-hexafluorobutyl (1,1,2,3,3,3-hexafluoropropyl) ether FC(C(C(F)(F)F)F)(F)OC(C(C(C(F)(F)F)F)(F)F)C